5,6,7,8-tetrahydroquinolinyl-5,6,7,8-tetrahydroquinolin (S)-tert-butyl-(1-(5-carbamoyl-4-((3-(2-hydroxypropan-2-yl)-5-isopropylphenyl)amino)pyrimidin-2-yl)piperidin-3-yl)carbamate C(C)(C)(C)N(C(O)=O)[C@@H]1CN(CCC1)C1=NC=C(C(=N1)NC1=CC(=CC(=C1)C(C)C)C(C)(C)O)C(N)=O.N1=C(C=CC=2CCCCC12)C1=NC=2CCCCC2C=C1